O1CCN(CC1)CCNC(OC1C(CCCC1)OC)=O 2-methoxycyclohexyl (2-morpholinoethyl)carbamate